ClC1=C(N)C(=CC(=C1)C1=NC(=CC=C1)OCC1CC1)F 2-chloro-4-[6-(cyclopropylmethoxy)-2-pyridyl]-6-fluoro-aniline